Tert-butyl (tert-butoxycarbonyl)(5-hydroxypyrimidin-2-yl)carbamate C(C)(C)(C)OC(=O)N(C(OC(C)(C)C)=O)C1=NC=C(C=N1)O